C(C)(C)(C)OC(=O)N1C(COCC1)C(=O)NC(C(=O)O)CCCCCCCC1=NC=2NCCCC2C=C1 2-(4-(tert-butoxycarbonyl)morpholine-3-carboxamido)-9-(5,6,7,8-tetrahydro-1,8-naphthyridin-2-yl)nonanoic acid